1,3-bis(3-(dimethoxyethylsilyl)propyl)imidazolidine COC(C[SiH2]CCCN1CN(CC1)CCC[SiH2]CC(OC)OC)OC